17-fluoro-5-(4-methylpiperazin-1-yl)-7,11-dioxa-20,23,24,27-tetraazapentacyclo[17.5.2.12,6.013,18.022,25]heptacosa-1(24),2,4,6(27),13(18),14,16,19,21,25-decaene FC1=CC=CC=2COCCCOC=3C(=CC=C(C4=NNC5=CN=C(C12)C=C45)N3)N3CCN(CC3)C